N1=CC(=CC=C1)C(C)=O 1-(pyridin-3-yl)ethanone